(S)-(5-(5-methyl-3,4,5,6-tetrahydropyridin-2-yl)benzo[d]thiazol-2-yl)Methanol C[C@H]1CCC(=NC1)C=1C=CC2=C(N=C(S2)CO)C1